methyl (S)-3-((S)-2-(benzyloxy)-4-hydroxybutanamido)-2-((tert-butoxycarbonyl)amino)propanoate C(C1=CC=CC=C1)O[C@H](C(=O)NC[C@@H](C(=O)OC)NC(=O)OC(C)(C)C)CCO